C(C)(=O)N1C(=NC=2C=CC3=C(C2C1=O)CCN3)C N-acetyl-3-methyl-2,7,8,9-tetrahydro-1H-pyrrolo[3,2-f]quinazolin-1-one